NC(=O)C=1[N-]C=CN1.CC1=C(C=CC(=C1)C)[C@H]1CC2(CN(C2)C(=O)C2CC(C2)(C)O)CC1 |r| (rac)-(6-(2,4-dimethylphenyl)-2-azaspiro[3.4]oct-2-yl)((1s,3s)-3-hydroxy-3-methylcyclobutyl)methanone aminocarbonyl-[1H]-imidazolate